2-(6-(1H-tetrazol-5-yl)pyridin-2-yl)-2-hydroxyethane-1-sulfonamide N1N=NN=C1C1=CC=CC(=N1)C(CS(=O)(=O)N)O